nonadeca-4,6-diyn-1-ol C(CCC#CC#CCCCCCCCCCCCC)O